ClC1=C(C(=CC=C1)C)NC(=O)C1=CN=C(S1)NC1=NC(=NC(=C1)N1CCC(CC1)N1CCN(CC1)CC1=C(C=CC=C1)C1C(NC(CC1)=O)=O)C N-(2-chloro-6-methylphenyl)-2-((6-(4-(4-(2-(2,6-dioxopiperidin-3-yl)benzyl)piperazin-1-yl)piperidin-1-yl)-2-methylpyrimidin-4-yl)amino)thiazole-5-carboxamide